FC(C1=CC(=NN1C)C(CNC(=O)C1(CC1)C1=C(C=CC=C1)C)=O)F N-(2-(5-(difluoromethyl)-1-methyl-1H-pyrazol-3-yl)-2-oxoethyl)-1-(o-tolyl)cyclopropane-1-carboxamide